ClC=1C=CC=C2C(C(=C(NC12)C1=CC=CC=C1)C=NO)=O 8-chloro-4-oxo-2-phenyl-1,4-dihydroquinoline-3-carbaldehyde oxime